S(=O)(=O)(ON1[C@@H]2CC[C@H](N(C1=O)C2)CCl)[O-].[Na+] Sodium (2S,5R)-2-(chloromethyl)-7-oxo-1,6-diazabicyclo[3.2.1]octan-6-yl sulfate